BrC1=CC=CC(=N1)N[C@H]1C[C@H](N(C1)C(=O)OC(C)(C)C)C(=O)OC O1-tert-butyl O2-methyl (2S,4S)-4-[(6-bromo-2-pyridyl)amino]pyrrolidine-1,2-dicarboxylate